N-((1r,3r)-3-(6-(((1-((1-(2-(2,6-dioxopiperidin-3-yl)-1,3-dioxoisoindoline-4-yl)piperidin-4-yl)methyl)piperidin-4-yl)methyl)amino)-9H-purin-9-yl)cyclobutyl)-6-methylpicolinamide O=C1NC(CC[C@H]1N1C(C2=CC=CC(=C2C1=O)N1CCC(CC1)CN1CCC(CC1)CNC1=C2N=CN(C2=NC=N1)C1CC(C1)NC(C1=NC(=CC=C1)C)=O)=O)=O